6-chloro-N-[5-(2-cyanoethyl)-4,6-dimethoxy-pyrimidin-2-yl]-7-fluoro-1H-indole-3-sulfonamide ClC1=CC=C2C(=CNC2=C1F)S(=O)(=O)NC1=NC(=C(C(=N1)OC)CCC#N)OC